1-(3-fluoro-4-methoxyphenyl)-4-iodo-1H-pyrazole FC=1C=C(C=CC1OC)N1N=CC(=C1)I